3'-bromospiro[1,3-dioxolane-2,5'-6,7-dihydro-4H-benzothiophene]-2'-carboxylic acid BrC1=C(SC2=C1CC1(CC2)OCCO1)C(=O)O